ethyl 2-bromomethyl-3,4-difluorobenzoate BrCC1=C(C(=O)OCC)C=CC(=C1F)F